NC1=CC=C(C=2OCCOC21)CO (5-amino-2,3-dihydro-1,4-benzodioxin-8-yl)methanol